ClC1=CC=C(C=C1)C=1C(CCCC1)N1CC2(C1)CCN(CC2)C2=CC=C(C(=O)O)C=C2 4-(2-(2-(4-Chlorophenyl)cyclohex-2-enyl)-2,7-diazaspiro[3.5]nonan-7-yl)benzoic acid